BrC1=CC=C(C=C1)C(C)N1CC(CCC1)O 1-(1-(4-bromophenyl)ethyl)piperidin-3-ol